3-methylpyrrolidin-3-ol trifluoroacetate FC(C(=O)O)(F)F.CC1(CNCC1)O